O=C1NC(CCC1NC1=CC(=C(C(=C1)F)N1CCN(CC1)C(=O)C1CCN(CC1)C(=O)OC(C)(C)C)F)=O tert-butyl 4-[4-[4-[(2,6-dioxo-3-piperidyl)amino]-2,6-difluoro-phenyl]piperazine-1-carbonyl]piperidine-1-carboxylate